(Z)-benzyl ((E)-7-trideuteriomethyl-5,10-dioxo-4-oxa-7,9-diazaspiro[2.17]icos-16-en-8-ylidene)carbamate [2H]C(N\1CC(OC2(CC2)CCC/C=C/CCCCCC(N/C1=N/C(OCC1=CC=CC=C1)=O)=O)=O)([2H])[2H]